COC[C@@H]1C[C@H](CCC1)C1=NC2=CC=C(C=C2C=C1)C=O 2-((1S,3S)-3-(methoxymethyl)cyclohexyl)quinoline-6-carbaldehyde